tert-butyl [2-(4-chloro-5-{1-[(6,7-dimethoxy-2-methylquinazolin-4-yl)amino]ethyl}-2-thienyl)benzyl]carbamate ClC=1C=C(SC1C(C)NC1=NC(=NC2=CC(=C(C=C12)OC)OC)C)C1=C(CNC(OC(C)(C)C)=O)C=CC=C1